5-((2-(4-((2-chloro-5-(hydroxymethyl)benzyl)amino)butoxy)ethyl)amino)benzo[c][2,6]naphthyridine-8-carboxamide ClC1=C(CNCCCCOCCNC2=NC3=C(C4=CN=CC=C24)C=CC(=C3)C(=O)N)C=C(C=C1)CO